NC1=NC=C(C2=C1C=NN2COCC[Si](C)(C)C)NC(=O)C(=O)N(C(C)CC)CC2=CC=CC=C2 N-[4-amino-1-(2-trimethylsilylethoxymethyl)pyrazolo[4,3-c]pyridin-7-yl]-N'-benzyl-N'-sec-butyl-oxamide